FC(OC1=CC(=CC=C1)C(F)(F)F)F 1-(difluoromethoxy)-3-(trifluoromethyl)benzene